tert-butyl 2-[4-(5-chloro-2-fluorophenyl)-5-methoxy-2-oxopyridin-1(2H)-yl]-4-methoxybutyrate ClC=1C=CC(=C(C1)C1=CC(N(C=C1OC)C(C(=O)OC(C)(C)C)CCOC)=O)F